P(OCC(F)(F)F)(O[SiH](C)C)[O-] trifluoroethyl (dimethylsilyl) phosphite